C=C1C(C2C3CCCC3C1C2)=O endo-6-methyleneoctahydro-4,7-methyleneinden-5-one